pinacol pivalate C(C(C)(C)C)(=O)OC(C)(C)C(C)(C)O